ClC=1C=CC2=C(C[C@@](O2)(C(=O)NC23CC(C2)(C3)NC(COC3=CC(=C(C=C3)Cl)F)=O)C)C1 (2R)-5-chloro-N-{3-[2-(4-chloro-3-fluorophenoxy)acetamido]bicyclo[1.1.1]pentan-1-yl}-2-methyl-2,3-dihydro-1-benzofuran-2-carboxamide